2-(4,4-Difluoropiperidin-1-yl)-N-(4-((2-hydroxyethyl)sulfonamido)-2-(6-azaspiro[2.5]octan-6-yl)phenyl)isonicotinamide FC1(CCN(CC1)C=1C=C(C(=O)NC2=C(C=C(C=C2)NS(=O)(=O)CCO)N2CCC3(CC3)CC2)C=CN1)F